C(C)C1=CC=CC2=C1C(=C1C=NNC1=C2)C2=C(C=1N=C(N=C(C1C=N2)N2CC1(CNS(N1)(=O)=O)CCC2)OC[C@]21CCCN1C[C@@H](C2)F)F 7-(7-(5-Ethyl-1H-benzo[f]indazol-4-yl)-8-fluoro-2-(((2r,7as)-2-fluorohexahydro-1H-pyrrolizin-7a-yl)methoxy)pyrido[4,3-d]pyrimidin-4-yl)-2-thia-1,3,7-triazaspiro[4.5]decane 2,2-dioxide